C(#N)C(CNC=1C(=CC=C2C=CC(=CC12)C1=NC=CC(=N1)C(=O)N[C@@H]1[C@@H](CN(CC1)C)F)OC)=C 2-{8-[(2-cyano-2-methylideneethyl)amino]-7-methoxynaphthalen-2-yl}-N-[(3R,4S)-3-fluoro-1-methylpiperidin-4-yl]pyrimidine-4-carboxamide